ClC1=NC=C(C(=C1)N1C[C@H](CCC1)NC(OC(C)(C)C)=O)C=1C=NN(C1)CF tert-butyl (S)-(1-(2-chloro-5-(1-(fluoromethyl)-1H-pyrazol-4-yl)pyridin-4-yl)piperidin-3-yl)carbamate